CSC1N(C=C2NC(N(C2=N1)C1CCOCC1)=O)[2H] (methylthio)-9-(tetrahydro-2H-pyran-4-yl)-7,9-dihydro-8H-purin-8-one-1-d